2-(4-carbamimidoyl-piperazin-1-yl)-thiazole-5-carboxylic acid [4-(1-carbamimidoyl-1,2,3,6-tetrahydro-pyridin-4-yl)-phenyl]-amide C(N)(=N)N1CCC(=CC1)C1=CC=C(C=C1)NC(=O)C1=CN=C(S1)N1CCN(CC1)C(N)=N